FC1=C(C2=C(CCO2)C(=C1)C1CCOCC1)C#N 6-Fluoro-4-(tetrahydro-2H-pyran-4-yl)-2,3-dihydrobenzofuran-7-carbonitrile